2-phenyl-[1,2,4]triazolo[1,5-a]pyrimidin C1(=CC=CC=C1)C1=NN2C(N=CC=C2)=N1